6-methyl-N-[(1s,4s)-4-{[2-(trifluoromethyl)quinolin-4-yl]amino}cyclohexyl]pyridine-2-carboxamide CC1=CC=CC(=N1)C(=O)NC1CCC(CC1)NC1=CC(=NC2=CC=CC=C12)C(F)(F)F